COC1=C(C(=CC(=C1)OC)OC)[Li] (2,4,6-trimethoxyphenyl)lithium